COC=1C=CC=C2CCO[C@]3(C[C@@H](N[C@@H](C3)C=3N=NN(C3)C)C)C12 (1S,2'S,6'S)-8-methoxy-2'-methyl-6'-(1-methyl-1H-1,2,3-triazol-4-yl)spiro[isochroman-1,4'-piperidine]